FC(C1=NC(=NC(=N1)C(F)(F)F)N1[C@H](C=2NC3=CC=C(C=C3C2CC1)Cl)CC(C=C)C)(F)F (1S)-2-[4,6-bis(trifluoromethyl)-1,3,5-triazin-2-yl]-6-chloro-1-(2-methylbut-3-en-1-yl)-2,3,4,9-tetrahydro-1H-pyrido[3,4-b]indole